Tert-butyl 3-oxo-2-azabicyclo[3.1.0]hexane-2-carboxylate O=C1N(C2CC2C1)C(=O)OC(C)(C)C